oximinobenzoic acid tert-butyl ester C(C)(C)(C)OC(C1C(C=CC=C1)=NO)=O